2-{2-[(7,8-difluoro-2-methylquinolin-3-yl)oxy]-6-fluorophenyl}propanoic acid FC1=CC=C2C=C(C(=NC2=C1F)C)OC1=C(C(=CC=C1)F)C(C(=O)O)C